C12(CC3CC(CC(C1)C3)C2)CC2=NOC(=N2)[C@H](CC=2N=CNC2)NC([C@H](CC2=C(C=C(C=C2C)O)C)NC([C@@H](CCNC(=N)N)N)=O)=O (R)-N-((S)-1-(((S)-1-(3-(adamantan-1-yl)methyl-1,2,4-oxadiazol-5-yl)-2-(1H-imidazol-4-yl)ethyl)amino)-3-(4-hydroxy-2,6-dimethylphenyl)-1-oxopropan-2-yl)-2-amino-4-guanidinobutyramide